C(C)(C)OC(=O)N1[C@H](CN(CC1)CC1=C(C(=CC(=C1)C(F)F)N)C)C (2S)-4-[[3-amino-5-(difluoromethyl)-2-methyl-phenyl]methyl]-2-methyl-piperazine-1-carboxylic acid isopropyl ester